ClC1=C(C=C2C=CN=C(C2=C1)N1CCN(CC1)C(C=C)=O)C1=CC=CC=C1 1-(4-(7-chloro-6-phenylisoquinolin-1-yl)piperazin-1-yl)prop-2-en-1-one